1,2-diheptyl naphthalenedicarboxylate C=1(C(=CC=C2C=CC=CC12)C(=O)OCCCCCCC)C(=O)OCCCCCCC